OC1=C(N(N=C1C)CCC1=CC=NC=C1)C1=NNC(=N1)N1N=C(C=2C1=CN=C(C2)C)C(=O)N 1-[3-[4-hydroxy-5-methyl-2-[2-(4-pyridyl)ethyl]pyrazol-3-yl]-1H-1,2,4-triazol-5-yl]-5-methyl-pyrazolo[3,4-c]pyridine-3-carboxamide